C1(=CC=CC=C1)C=1C=C2C=CC(=C(C2=CC1)C1=C(C=CC2=CC(=CC=C12)C1=CC=CC=C1)OC1=C(C=C(C2=CC=CC=C12)CO)C1=CC=CC2=CC=CC=C12)OC1=C(C=C(C2=CC=CC=C12)CO)C1=CC=CC2=CC=CC=C12 [(6,6'-diphenyl[1,1'-binaphthalene]-2,2'-diyl)bis(oxy[1,2'-binaphthalene]-1',4'-diyl)]dimethanol